COC(C1=C(C=CC=C1)SC1=CC(=NC=C1)C#N)=O 2-[(2-cyano-4-pyridyl)thio]benzoic acid methyl ester